COC(CCC(C1=CC=CC=C1)C1=CC=CC=C1)=O 4,4-diphenyl-butyric acid methyl ester